C12CN(CC(CC1)N2)C2=CC(=C(CCNC(=O)C1=CC3=C(N=N1)N(C=C3Cl)CC)C=C2F)F N-(4-(3,8-diazabicyclo[3.2.1]octan-3-yl)-2,5-difluorophenethyl)-5-chloro-7-ethyl-7H-pyrrolo[2,3-c]pyridazine-3-carboxamide